N1(N=CC=C1)C1=CC=C(CN2CCN(CC2)C2=C(C=C3C(C(=CN(C3=C2)C2CC2)C(=O)O)=O)F)C=C1 7-(4-(4-(1H-pyrazol-1-yl)benzyl)piperazin-1-yl)-1-cyclopropyl-6-fluoro-4-oxo-1,4-dihydroquinoline-3-carboxylic acid